8-methyl-9,10-dihydro-9-oxa-10-phosphaphenanthrene-10-oxide CC=1C=CC=C2C=3C=CC=CC3P(OC12)=O